CN(C)CC1=C(C=CC(=N1)NC=1C=CC(=C2CNC(C12)=O)C1=CN=C2N1C=CC(=C2)F)[C@@H]2COCC2 (R)-7-((6-((dimethyl-amino)methyl)-5-(tetrahydrofuran-3-yl)pyridin-2-yl)amino)-4-(7-fluoro-imidazo[1,2-a]pyridin-3-yl)isoindolin-1-one